tert-butyl 2-(hydroxyamino)-3-oxobutyrate ONC(C(=O)OC(C)(C)C)C(C)=O